ClC1=C(C=C2C(=CNC2=C1)C=C(C)[N+](=O)[O-])F 6-chloro-5-fluoro-3-(2-nitropropenyl)-1H-indole